((6-methoxy-1,2-dimethyl-1,2,3,4-tetrahydroisoquinolin-7-yl)amino)-5-((2-sulfamoylphenyl)amino)-1,2,4-triazine-6-carboxamide COC=1C=C2CCN(C(C2=CC1NC=1N=NC(=C(N1)NC1=C(C=CC=C1)S(N)(=O)=O)C(=O)N)C)C